ClN1C(=C(C2=CC(=CC(=C12)F)OC)N1C=NC=C1)C1=NC(=NN1)C(F)(F)F chloro-7-fluoro-3-(1H-imidazol-1-yl)-5-methoxy-2-(3-(trifluoromethyl)-1H-1,2,4-triazol-5-yl)-1H-indole